N[C@H](C(=O)O)CCP(=O)([O-])C.[K+] potassium (2S)-2-amino-4-(methyl-phosphinato)butyric acid